tert-Butyl 3-acetamido-5-bromo-1H-indole-1-carboxylate C(C)(=O)NC1=CN(C2=CC=C(C=C12)Br)C(=O)OC(C)(C)C